6-[4-(difluoro-methoxy)-3,5-difluoro-phenyl]-5-[4-[(3S)-1-(3-fluoropropyl)pyrrolidin-3-yl]oxyphenyl]-8,9-dihydro-7H-benzo[7]annulen-2-ol FC(OC1=C(C=C(C=C1F)C1=C(C2=C(CCC1)C=C(C=C2)O)C2=CC=C(C=C2)O[C@@H]2CN(CC2)CCCF)F)F